4-(dimethylamino)-N,N-dimethyl-6-oxo-1,6-dihydropyridine-3-carboxamide CN(C=1C(=CNC(C1)=O)C(=O)N(C)C)C